2-(1-(naphthalen-1-yl)cyclopropyl)-5,6,7,8-tetrahydropyrido[4,3-d]pyrimidin-4(3H)-one C1(=CC=CC2=CC=CC=C12)C1(CC1)C=1NC(C2=C(N1)CCNC2)=O